1-(2-((2,4-dimethylphenyl)sulfanyl)phenyl)piperazine CC1=C(C=CC(=C1)C)SC1=C(C=CC=C1)N1CCNCC1